N-(2-allylphenyl)-4-methylbenzenesulfonamide C(C=C)C1=C(C=CC=C1)NS(=O)(=O)C1=CC=C(C=C1)C